ClC1=CC2=C(C=N1)N=C(O2)C21CC(C2)(C1)NC(=O)C=1OC(=CC1)CSC N-[3-(6-chlorooxazolo[4,5-c]pyridin-2-yl)-1-bicyclo[1.1.1]pentanyl]-5-(methylsulfanylmethyl)furan-2-carboxamide